1-methyl-9-(2-(piperidin-1-yl)propyl)-9H-pyrido[3,4-b]indol-7-ol CC1=NC=CC2=C1N(C1=CC(=CC=C21)O)CC(C)N2CCCCC2